3-dodecyl-1-(2,2,6,6-tetramethyl-4-piperidyl)pyrrolidin-2,5-dione C(CCCCCCCCCCC)C1C(N(C(C1)=O)C1CC(NC(C1)(C)C)(C)C)=O